C(CCCCCCCCCCCCCCCCCCCCCCCCCC)(=O)N[C@@H](CO)[C@H](O)CCCCCCCCCCCCCCC N-(heptacosanoyl)-sphinganine